5'-((1,1'-biphenyl)-4,4'-diylbis(oxy))bis-1,3-isobenzofurandione C1(=CC=C(C=C1)OC1=C2C(OC(C2=CC=C1)=O)=O)C1=CC=C(C=C1)OC1=C2C(OC(C2=CC=C1)=O)=O